NC1=C2C(=NC=N1)N(N=C2C=2NC1=CC(=CC=C1C2Cl)C(=O)NC2=NN(C=C2)CCOC)C(C)(C)C 2-(4-amino-1-tert-butyl-pyrazolo[3,4-d]pyrimidin-3-yl)-3-chloro-N-[1-(2-methoxyethyl)pyrazol-3-yl]-1H-indole-6-carboxamide